ls-2,2-bis[4-(4-aminophenoxy)phenyl]hexafluoropropane NC1=CC=C(OC2=CC=C(C=C2)C(C(F)(F)F)(C(F)(F)F)C2=CC=C(C=C2)OC2=CC=C(C=C2)N)C=C1